C(C)OC(CC1CN(CCN1C1=NC=C(C=C1[N+](=O)[O-])C(F)(F)F)C(=O)OC(C)(C)C)=O tert-butyl 3-(2-ethoxy-2-oxoethyl)-4-(3-nitro-5-(trifluoromethyl)pyridin-2-yl)piperazine-1-carboxylate